1-(2-(2-oxa-6-azaspiro[3.3]heptan-6-yl)ethyl)-5,6-dichloro-3-(1-(2-chloro-4-fluorophenylmethyl)piperidin-4-yl)-1,3-dihydro-2H-benzo[d]imidazol-2-one C1OCC12CN(C2)CCN2C(N(C1=C2C=C(C(=C1)Cl)Cl)C1CCN(CC1)CC1=C(C=C(C=C1)F)Cl)=O